[Si](C)(C)(C(C)(C)C)OC=1N(N=C2N=C(C=CC21)Cl)C(C)C 3-((tert-Butyldimethylsilyl)oxy)-6-chloro-2-isopropyl-2H-pyrazolo[3,4-b]pyridine